[Cl-].C(C)[NH+](CCCCCCCCCCCCCCCCCCCCCC)CC diethyl-behenyl-ammonium chloride